FC(C1=NC=CC=C1CN)(F)F (2-(trifluoromethyl)pyridin-3-yl)methylamine